C(C#C)NC1=C2NC=NC2=NC=N1 N6-propargyladenine